{4-[1-isopropyl-4-(trifluoromethyl)imidazol-2-yl]phenyl-methyl}-3-methyl-4H-pyrimido[4,5-d][1,3]diazin-2-one C(C)(C)N1C(=NC(=C1)C(F)(F)F)C1=CC=C(C=C1)CC1N(C(NC2=NC=NC=C21)=O)C